C(C(=O)C[C@@H](O)[C@@H](O)[C@H](O)[C@H](O)CO)(=O)O 3-deoxy-D-manno-octulosonic acid